N[C@H]1[C@@H](CCCC1)N |r| trans-(rac)-1,2-diaminocyclohexane